C(N)(=O)C1=CC(=CN(C1=O)C1CC1)CN(C(OC(C)(C)C)=O)C[C@H](C)OC tert-butyl N-[(5-carbamoyl-1-cyclopropyl-6-oxopyridin-3-yl)methyl]-N-[(2S)-2-methoxypropyl]carbamate